[N+](=O)([O-])C=1C=C(C(=O)N[C@H](C(=O)[O-])C2=CC=CC=C2)C=C(C1)[N+](=O)[O-].C(C1=CC=CC=C1)[NH2+][C@H]1[C@](CCC1)(C)O (1R,2R)-N-benzyl-2-hydroxy-2-methylcyclopentanaminium (2S)-[(3,5-dinitrobenzoyl)amino](phenyl)acetate